1,3,5-tri(2,6-dimethylpyridin-4-yl)benzene CC1=NC(=CC(=C1)C1=CC(=CC(=C1)C1=CC(=NC(=C1)C)C)C1=CC(=NC(=C1)C)C)C